2-(3,5-Dichloro-4-(3-(2-fluoropropan-2-yl)-4-hydroxyphenoxy)phenyl)-3,5-dioxo-2,3,4,5-Tetrahydro-1,2,4-triazine-6-carbonitrile ClC=1C=C(C=C(C1OC1=CC(=C(C=C1)O)C(C)(C)F)Cl)N1N=C(C(NC1=O)=O)C#N